2,3-dimethyl-6-ethyl-4-propoxyphenol CC1=C(C(=CC(=C1C)OCCC)CC)O